cyclohexan-1-amine C1(CCCCC1)N